C(C(C)C)C1=CC=C(C=C1)C=1C=C2CC([C@H](C2=CC1)NC(O[C@@H]1CN2CCC1CC2)=O)(C)C (S)-quinuclidin-3-yl ((R)-5-(4-isobutylphenyl)-2,2-dimethyl-2,3-dihydro-1H-inden-1-yl)carbamate